C(C)N1C2=CC=CC=C2C=2C=C(C=CC12)CNC(CCN1C(NC2=C1C=CC(=C2)C(=O)N)=O)C 3-((9-ethyl-9H-carbazol-3-yl)methylamino)butyl-2-oxo-2,3-dihydro-1H-benzo[d]imidazole-5-carboxamide